(2-(3-methoxy-4-(pyrrolidine-1-carbonyl)phenylamino)-5-methylpyrimidin-4-ylamino)benzo[d]oxazol-2(3H)-one COC=1C=C(C=CC1C(=O)N1CCCC1)NC1=NC=C(C(=N1)NN1C(OC2=C1C=CC=C2)=O)C